O1C(=CC=C1C(=O)O)C(=O)O 2,5-FURANEDICARBOXYLIC ACID